5-Chloro-3-methyl-2-[2-[[(3R)-1-(oxetan-3-yl)-3-piperidyl]amino]oxazolo[4,5-b]pyridin-5-yl]phenol ClC=1C=C(C(=C(C1)O)C1=CC=C2C(=N1)N=C(O2)N[C@H]2CN(CCC2)C2COC2)C